(2-hydroxy-3,5-di-tert-butylphenyl)-5-chlorobenzotriazole OC1=C(C=C(C=C1C(C)(C)C)C(C)(C)C)C1=C(C=CC=2NN=NC21)Cl